COC(=O)[C@@H]1[C@H](C2CCC1CC2)N trans-methyl 3-aminobicyclo[2.2.2]octane-2-carboxylate